C1(CC1)N1C(=NNC1=O)C 4-cyclopropyl-3-methyl-1H-1,2,4-triazol-5(4H)-one